2-(TERT-BUTOXYCARBONYLAMINO)-3-FLUOROPHENYLBORONIC ACID C(C)(C)(C)OC(=O)NC1=C(C=CC=C1F)B(O)O